(RS)-1-p-chlorophenyl-4,4-dimethyl-3-(1H-1,2,4-triazol-1-ylmethyl)pentan-3-ol ClC1=CC=C(C=C1)CC[C@](C(C)(C)C)(O)CN1N=CN=C1 |r|